C(C)(C)OC1=C(C=C(C(=O)O)C=C1)C=C.BrC1=CC=C(O1)C(=O)NC1=C(C=CC(=C1)C(=O)N1CCOCC1)N1CCCCC1 5-bromo-N-(5-(morpholine-4-carbonyl)-2-(piperidin-1-yl)phenyl)furan-2-carboxamide 4-isopropoxy-3-vinylbenzoate